2-(4-methyl-3,4-dihydro-2H-1,4-benzoxazin-7-yl)-5,6-dihydro-1,3-benzothiazol-7(4H)-one CN1CCOC2=C1C=CC(=C2)C=2SC1=C(N2)CCCC1=O